methyl 4-(3,4-difluorobenzoyl)-1H-pyrrole-2-carboxylate FC=1C=C(C(=O)C=2C=C(NC2)C(=O)OC)C=CC1F